FC=1C=C(C=CC1OC(F)(F)F)C=1C=C2CC(C(C2=CC1)NC(O[C@@H]1CN2CCC1CC2)=O)(C)C (S)-quinuclidin-3-yl (5-(3-fluoro-4-(trifluoromethoxy)phenyl)-2,2-dimethyl-2,3-dihydro-1H-inden-1-yl)carbamat